CC1(OC(C(C(O1)=O)C([C@@H](C)NC(OC(C)(C)C)=O)=O)=O)C tert-butyl (R)-(1-(2,2-dimethyl-4,6-dioxo-1,3-dioxan-5-yl)-1-oxopropan-2-yl)carbamate